1,3-bisdiphenylphosphinopropane palladium chloride [Pd](Cl)Cl.C1(=CC=CC=C1)P(CCCP(C1=CC=CC=C1)C1=CC=CC=C1)C1=CC=CC=C1